FC(CN1N=CC=2N(C(N(CC21)C2CCN(CC2)C2=C(C=CC=C2C)F)=O)CC2=NC=CC=C2C(F)(F)F)(C)F 1-(2,2-difluoro-propyl)-6-[1-(2-fluoro-6-methyl-phenyl)-piperidin-4-yl]-4-(3-trifluoromethyl-pyridin-2-ylmethyl)-1,4,6,7-tetrahydro-pyrazolo[4,3-d]pyrimidin-5-one